C(C1=CC=C(C=C1)OC)C(=O)[O-] anisylformate